(4-(7-methylquinolin-4-yl)pipeRazin-1-yl)methanone CC1=CC=C2C(=CC=NC2=C1)N1CCN(CC1)C=O